methyl 4-(5-chloropyridin-3-yl)-4-oxobutanoate ClC=1C=C(C=NC1)C(CCC(=O)OC)=O